N(=[N+]=[N-])CCOCCOCCOCCOCCOCCOCCCC(=O)OC1=C(C(=C(C(=C1F)F)F)F)F perfluorophenyl 1-azido-3,6,9,12,15,18-hexaoxaheneicosane-21-carboxylate